5-(4-(2-oxa-6-azaspiro[3.3]heptan-6-yl)phenyl)-2-aminonicotinic acid C1OCC12CN(C2)C2=CC=C(C=C2)C=2C=NC(=C(C(=O)O)C2)N